(R)-N-(5-((4-aminothieno[2,3-d]pyrimidin-5-yl)ethynyl)-6-methylpyridin-3-yl)-3-phenylisoxazolidin-2-carboxamide NC=1C2=C(N=CN1)SC=C2C#CC=2C=C(C=NC2C)NC(=O)N2OCC[C@@H]2C2=CC=CC=C2